OC1=C(C(=CC(=C1S(=O)(=O)N[C@@H](C)C(=O)O)CCCCC)O)C1CCCC(=C1)C ((2,6-dihydroxy-5'-methyl-4-pentyl-1',2',3',4'-tetrahydro-[1,1'-biphenyl]-3-yl)sulfonyl)alanine